OC1(CC(C1)C(=O)N1CC2(C1)CC(C2)CC2=CC(=NN2C)C(F)(F)F)C ((1s,3s)-3-Hydroxy-3-methylcyclobutyl)(6-((1-methyl-3-(trifluoromethyl)-1H-pyrazol-5-yl)methyl)-2-azaspiro[3.3]heptan-2-yl)methanon